BrC1=CC=CC(=N1)OCC=1C(=NC(=CC1)C(F)(F)F)CCCO 3-[3-[(6-bromo-2-pyridyl)oxymethyl]-6-(trifluoromethyl)-2-pyridyl]propan-1-ol